CC1([C@H]2CN([C@@H]([C@@H]12)C(=O)OC)C([C@@H](NS(=O)(=O)C)C(C)C)=O)C methyl (1R,2S,5S)-6,6-dimethyl-3-[N-(methylsulfonyl)-L-valyl]-3-azabicyclo[3.1.0]hexane-2-carboxylate